ONC(\C=C\C1=C(C=CC=C1)N1CCN(CC1)C(=O)C1(CCC1)COC)=O (E)-N-hydroxy-3-(2-(4-(1-(methoxymethyl)cyclobutane-1-carbonyl)piperazin-1-yl)phenyl)acrylamide